3-hydroxy-2,2-dimethyl-4,4-dipropyl-cyclobutanone OC1C(C(C1(CCC)CCC)=O)(C)C